2-(3-(N,N-bis(4-methoxybenzyl)sulfamoyl)-4-fluoro-1H-pyrazol-1-yl)-2-methylpropionic acid methyl ester COC(C(C)(C)N1N=C(C(=C1)F)S(N(CC1=CC=C(C=C1)OC)CC1=CC=C(C=C1)OC)(=O)=O)=O